2,4-difluoro-3-methyl-5-nitro-benzoic acid methyl ester COC(C1=C(C(=C(C(=C1)[N+](=O)[O-])F)C)F)=O